4'-chloro-9'-(1-(oxiran-2-ylmethyl)piperidin-4-yl)-5'H-spiro[cyclohexane-1,7'-indolo[1,2-a]quinazolin]-5'-one ClC=1C=2C(N=C3N(C2C=CC1)C1=CC=C(C=C1C31CCCCC1)C1CCN(CC1)CC1OC1)=O